CC1=CC=C(C=C1)S(=O)(=O)OC[C@H]1OC([C@H]2[C@@H]1OC(O2)(C)C)OC [(3aR,6R,6aR)-4-methoxy-2,2-dimethyl-3a,4,6,6a-tetrahydrofuro[3,4-d][1,3]dioxol-6-yl]methyl 4-methyl-benzenesulfonate